OC1=C(C=CC(=C1)O)C(COC1=CC2=CC=CC=C2C=C1)=O 1-(2,4-dihydroxyphenyl)-2-naphthalen-2-yloxyethanone